C1(CC1)OCCOC=1C=C2C(=NC(=NC2=CC1OC)C)NC(C)C1(NC=CC=C1)C(F)(F)F 6-(2-Cyclopropoxyethyloxy)-7-methoxy-2-methyl-N-(1-(2-(trifluoromethyl)pyridin-2-yl)ethyl)quinazolin-4-amine